(3S)-3-hydroxypyrrolidine hydrochloride Cl.O[C@@H]1CNCC1